(R)-N-ethyl-5-fluoro-2-((5-(2-(6-((2-hydroxyethyl)(methyl)amino)-2-methylhex-3-yl)-2,6-diazaspiro[3.4]oct-6-yl)-1,2,4-triazin-6-yl)oxy)-N-isopropylbenzamide C(C)N(C(C1=C(C=CC(=C1)F)OC1=C(N=CN=N1)N1CC2(CN(C2)[C@@H](C(C)C)CCCN(C)CCO)CC1)=O)C(C)C